BrC1=CC=C2C(N(C(C2=C1)=O)CC1=CC=C(C=C1)Cl)(OCC1(COC1)C)C1=CC=C(C=C1)Cl 6-bromo-2-(4-chlorophenylmethyl)-3-(4-chlorophenyl)-3-((3-methyloxetan-3-yl)methoxy)isoindolin-1-one